((3,8-dimethyl-1,5-dioxo-3-phenyl-1,2,3,5-tetrahydroimidazo[1,5-a]pyridin-6-yl)amino)-6-((3,4-dimethylbenzyl)amino)nicotinic acid CC1(NC(C=2N1C(C(=CC2C)NC2=C(C(=O)O)C=CC(=N2)NCC2=CC(=C(C=C2)C)C)=O)=O)C2=CC=CC=C2